CNC(=O)C=1N=C(C2=CC=C(C=C2C1)C=1COCC1)N1CCCC2=CC(=C(C=C12)C(F)F)C=1C=NN(C1)C 1-[7-difluoromethyl-6-(1-methyl-1H-pyrazol-4-yl)-3,4-dihydro-2H-quinolin-1-yl]-6-(2,5-dihydro-furan-3-yl)-isoquinoline-3-carboxylic acid methylamide